3-methyl-1-(oxetan-3-yl)-8-(6-((2-(pyrrolidin-1-yl)ethoxy)methyl)pyridin-3-yl)-1H-imidazo[4,5-c]cinnolin-2(3H)-one CN1C(N(C2=C1N=NC=1C=CC(=CC21)C=2C=NC(=CC2)COCCN2CCCC2)C2COC2)=O